C(OC#N)(O)=O.C=C ethylene cyano carbonate